COC=1C(=C2CCCC2=C(C1)OCC=1C(=C(C=CC1)C1=CC=CC=C1)C)CN1[C@@]2(C[C@@H]2CCC1)C(=O)O (1R,6S)-2-((5-methoxy-7-((2-methyl-[1,1'-biphenyl]-3-yl)methoxy)-2,3-dihydro-1H-inden-4-yl)methyl)-2-azabicyclo[4.1.0]heptane-1-carboxylic acid